(E)-3-(3-ethoxy-3-oxoprop-1-en-1-yl)benzoic acid C(C)OC(/C=C/C=1C=C(C(=O)O)C=CC1)=O